ClC1=C(C=CC=C1C=1C=C2CCN(C2=CC1)C=1C(N(C=CC1)C)=O)C1C(NC(CC1)=O)=O 3-(2-chloro-3-(1-(1-methyl-2-oxo-1,2-dihydropyridin-3-yl)indolin-5-yl)phenyl)piperidine-2,6-dione